C(C)(C)(C)[S@@](=O)N[C@@H]1C2=CC=CC=C2CC12CCN(CC2)C(=O)OC(C)(C)C Tert-butyl (S)-1-(((R)-tert-butyl sulfinyl)amino)-1,3-dihydrospiro-[indene-2,4'-piperidine]-1'-carboxylate